NCC(CN1CC2=CC(=CC=C2CC1)F)O 1-amino-3-(7-fluoro-3,4-dihydro-isoquinolin-2(1H)-yl)propan-2-ol